COC=1C=C(C=CC1OC)C1=NC2=C(N1CC)C=C(C=C2)C2CCN(CC2)C2CCN(CC2)CC(C)C 2-(3,4-dimethoxyphenyl)-1-ethyl-6-(1'-isobutyl-[1,4'-bipiperidin]-4-yl)-1H-benzo[d]imidazole